Norbornenon C12C=CC(C(C1)=O)C2